2-(ethylsulfonyl)-5-methyl-3-(5-(2,2,3,3,3-pentafluoropropoxy)pyrazin-2-yl)pyrazolo[1,5-a]pyrimidine C(C)S(=O)(=O)C1=NN2C(N=C(C=C2)C)=C1C1=NC=C(N=C1)OCC(C(F)(F)F)(F)F